OCC(NCCS(=O)(=O)O)(CO)CO.[Na] sodium N-tris(hydroxymethyl)methyl-2-aminoethanesulfonic acid